4-Amino-7-fluoroimidazo[1,5-a]quinoxaline-8-carboxylic acid NC=1C=2N(C3=CC(=C(C=C3N1)F)C(=O)O)C=NC2